4-(3-methacryloxypropoxy)-phenylpropane C(C(=C)C)(=O)OCCCOC1=CC=C(C=C1)CCC